C(C)(C)(C1=CC=CC=C1)C1=CC=C(CS(=O)(=O)OC2=CC=C(C=C2)NC(=O)NC2=CC=C(C=C2)OS(=O)(=O)CC2=CC=C(C=C2)C(C)(C)C2=CC=CC=C2)C=C1 N,N'-di-[4-(p-cumylbenzylsulfonyloxy)phenyl]urea